CC1=C(C2=CC=C(C=C2C=C1C)C)O 2,3,6-trimethylnaphthalen-1-ol